N(=C=S)C1=CCC(C=C1)C=CC1=CC=C(C=C1)N=C=S 4,4'-diisothiocyanatodihydrostilbene